N-[5-[2-methyl-4-[[(2S)-1-methyl-2-piperidyl]methoxy]pyrazol-3-yl]pyrazolo[1,5-a]pyridin-2-yl]cyclopropanecarboxamide CN1N=CC(=C1C1=CC=2N(C=C1)N=C(C2)NC(=O)C2CC2)OC[C@H]2N(CCCC2)C